2-bromo-4,4-bis([2-[(tert-butyldimethylsilyl)oxy]ethyl])-5-[(4-methoxyphenyl)methyl]thieno[2,3-c]pyrrol-6-one BrC1=CC2=C(C(N(C2(CCO[Si](C)(C)C(C)(C)C)CCO[Si](C)(C)C(C)(C)C)CC2=CC=C(C=C2)OC)=O)S1